(trans)-3-methoxy-2-(3-methoxy-4-(methoxymethoxy)phenyl)-5,7-bis(methoxymethoxy)chroman-4-one CO[C@H]1[C@@H](OC2=CC(=CC(=C2C1=O)OCOC)OCOC)C1=CC(=C(C=C1)OCOC)OC